7-(2-bromobenzoyl)-4-(diethyl)aminomethylcyclohepta[7,6-b]indole p-toluenesulfonate CC1=CC=C(C=C1)S(=O)(=O)O.BrC1=C(C(=O)C2=CC3=NC4=C(C=CC=C4C3=CC=C2)CN(CC)CC)C=CC=C1